C1=CC=C2C=C(C=CC2=C1)NC(=O)[C@H](CCC(=O)O)N The molecule is an L-glutamic acid derivative that is the amide obtained by formal condensation of the alpha-carboxy group of L-glutamic acid with the amino group of 2-naphthylamine. It has a role as a chromogenic compound. It is a N-(2-naphthyl)carboxamide, an amino acid amide and a L-glutamic acid derivative. It is a conjugate acid of a N-(alpha-L-glutamyl)-2-naphthylamine(1-).